C1N(CCC12CCCC2)C2=C(N=NC(=C2)C=2C(NC(NC2)=O)=O)C#N 4-(2-azaspiro[4.4]nonan-2-yl)-6-(2,4-dioxo-1H-pyrimidin-5-yl)pyridazine-3-carbonitrile